6-bromo-4-(3-fluoro-4-(piperazin-1-yl)phenyl)quinazoline BrC=1C=C2C(=NC=NC2=CC1)C1=CC(=C(C=C1)N1CCNCC1)F